COCCNC1=C(C(=O)O)C=C(C=C1)[N+](=O)[O-] 2-((2-methoxyethyl)amino)-5-nitrobenzoic acid